[C@H]12OC[C@H](N(C1)C1CCN(CC1)C1=C(C=C(C(=C1)OC)NC1=NC=NC(=C1)N1OCC[C@@H]1C1=C(C(=CC=C1)Cl)F)NC(C=C)=O)C2 N-(2-(4-((1R,4R)-2-oxa-5-azabicyclo[2.2.1]-heptane-5-yl)-piperidine-1-yl)-5-((6-((R)-3-(3-chloro-2-fluorophenyl)-isoxazolidine-2-yl)-pyrimidine-4-yl)amino)-4-methoxyphenyl)acrylamide